[Zr].N=C=N carbodiimide, zirconium salt